1-(2-[(9Z,12Z)-octadeca-9,12-dien-1-yloxy]-1-[(octyloxy)methyl]ethyl)azetidine C(CCCCCCC\C=C/C\C=C/CCCCC)OCC(COCCCCCCCC)N1CCC1